FC(C(=O)[O-])(F)F cis-trifluoroacetate